CN1CCN(CC1)C(=O)C1CC=CCC1C(=O)O 6-(4-methylpiperazine-1-carbonyl)cyclohex-3-en-1-carboxylic acid